BrCC1=CC=C2C=CC(=CC2=C1)C(=O)OC(C)(C)C Tert-Butyl 7-(bromomethyl)naphthalene-2-carboxylate